2,6-Dichloro-3-{[(2,2-dimethylpropanoyl)amino]methyl}-N-{1-[3-(trifluoromethoxy)phenyl]-1H-indazol-4-yl}benzamide ClC1=C(C(=O)NC2=C3C=NN(C3=CC=C2)C2=CC(=CC=C2)OC(F)(F)F)C(=CC=C1CNC(C(C)(C)C)=O)Cl